3-(((2R,3R,4R,5R,6R)-3-acetamido-4,5-diacetoxy-6-(acetoxymethyl)tetrahydro-2H-pyran-2-yl)thio)propanoic acid C(C)(=O)N[C@H]1[C@H](O[C@@H]([C@@H]([C@@H]1OC(C)=O)OC(C)=O)COC(C)=O)SCCC(=O)O